The molecule is a hydroxy monocarboxylic acid anion obtained by deprotonation of the carboxy and 5-hydroxy groups of aklanonic acid. It is the major microspecies at pH 7.3 (according to Marvin v 6.2.0.). It is an oxo monocarboxylic acid anion and a phenolate anion. It is a conjugate base of an aklanonate. CCC(=O)CC(=O)C1=C(C2=C(C=C1CC(=O)[O-])C(=O)C3=C(C2=O)C(=CC=C3)O)[O-]